C(C)(=O)OCC1=NC=CC(=C1C)OCCOCCOCCOC1=C(C(=NC=C1)COC(C)=O)C ((((ethane-1,2-diylbis(oxy))bis(ethane-2,1-diyl))bis(oxy))bis(3-methylpyridine-4,2-diyl))bis(methylene) diacetate